Disiladodecane [SiH3][SiH2]CCCCCCCCCC